(3-(1-naphthyl)phenyl)boric acid C1(=CC=CC2=CC=CC=C12)C=1C=C(C=CC1)OB(O)O